1-isocyanato-2-(2-methoxyethoxy)ethane N(=C=O)CCOCCOC